3-(1-(trans-4-((4,4-difluorocyclohexyl)methoxy)pyrrolidin-3-yl)-1H-1,2,3-triazol-4-yl)pyridine FC1(CCC(CC1)CO[C@H]1[C@@H](CNC1)N1N=NC(=C1)C=1C=NC=CC1)F